C(C)(C)(C)OC(=O)N1CC(C1)(CO)COC1=CC(=C(C=C1)C#N)F.FC=1C=C(C=CC1F)NC1CCC2=CC=C(C=C12)NC(C=C)=O N-(3-((3,4-difluorophenyl)amino)-2,3-dihydro-1H-inden-5-yl)acrylamide tert-Butyl-3-((4-cyano-3-fluorophenoxy)methyl)-3-(hydroxymethyl)azetidine-1-carboxylate